imidazol-4(s)-acrylic acid N1C=NC(=C1)C=CC(=O)O